C(C)(C)(C)N(C(=O)OCC=1C=2N(C(=CC1)Cl)C=NC2)[C@@H](CC=C)C2=NN(C=C2)C2=CC=C(C=C2)F 5-chloroimidazo[1,5-a]pyridin-8-yl-methanol tert-butyl-(S)-(1-(1-(4-fluorophenyl)-1H-pyrazol-3-yl)but-3-en-1-yl)carbamate